5-chloro-N-(3-chloro-5-(thiazol-2-yl)phenyl)-2-(1,1-dioxidoisothiazolidin-2-yl)isonicotinamide ClC1=CN=C(C=C1C(=O)NC1=CC(=CC(=C1)C=1SC=CN1)Cl)N1S(CCC1)(=O)=O